2,2'-methylenebis(6-tert-butyl-4-cresol) C(C1=CC(=CC(=C1O)C(C)(C)C)C)C1=CC(=CC(=C1O)C(C)(C)C)C